C(C)(=O)OCC(CC(C)(C)C)(O)C 2,4,4-trimethyl-2-hydroxypentyl acetate